tert-Butyl 2-(hydroxymethyl)-6,7-dihydrothiazolo[5,4-c]pyridine-5-carboxylate OCC1SC2=CN(CCC2=N1)C(=O)OC(C)(C)C